7-[1-(2,2-difluoroethyl)-1H-pyrazolo[3,4-b]pyrazin-6-yl]-N-[5-(trifluoromethyl)pyridin-2-yl]-7-azaspiro[3.5]nonan-2-amine FC(CN1N=CC=2C1=NC(=CN2)N2CCC1(CC(C1)NC1=NC=C(C=C1)C(F)(F)F)CC2)F